The molecule is a dolichyl diphosphooligosaccharide in which the oligosaccharide moiety is the Man2GlcNAc2 linear tetrasaccharide alpha-D-Man-(1->3)-beta-D-Man-(1->4)-beta-D-GlcNAc-(1->4)-D-GlcNAc. It is a dolichyl diphosphooligosaccharide and a glucosamine oligosaccharide. It is a conjugate acid of an alpha-D-Man-(1->3)-beta-D-Man-(1->4)-beta-D-GlcNAc-(1->4)-D-GlcNAc(PP-Dol)(2-). CC(CC/C=C(/C)\\CC/C=C(\\C)/CC/C=C(\\C)/CCC=C(C)C)CCOP(=O)(O)OP(=O)(O)OC1[C@@H]([C@H]([C@@H]([C@H](O1)CO)O[C@H]2[C@@H]([C@H]([C@@H]([C@H](O2)CO)O[C@H]3[C@H]([C@H]([C@@H]([C@H](O3)CO)O)O[C@@H]4[C@H]([C@H]([C@@H]([C@H](O4)CO)O)O)O)O)O)NC(=O)C)O)NC(=O)C